2-(3-bromo-5-methoxy-4-((3-bromophenyl)sulfonyloxy)phenyl)-1H-benzo[d]imidazole-4-carboxamide BrC=1C=C(C=C(C1OS(=O)(=O)C1=CC(=CC=C1)Br)OC)C1=NC2=C(N1)C=CC=C2C(=O)N